C1(CC1)C(=O)N1CCOC2=C(C1)C=C(C=C2OCC2OCCCC2)C=2SC(=CC2)C 4-(cyclopropylcarbonyl)-7-(5-methyl-2-thienyl)-9-(tetrahydro-2H-pyran-2-ylmethoxy)-2,3,4,5-tetrahydro-1,4-benzoxazepine